ethyl 3-(3-hydroxy-3-phenylpropyl)-1H-pyrazole-5-carboxylate OC(CCC1=NNC(=C1)C(=O)OCC)C1=CC=CC=C1